OCC1=CC=C2CNC(C2=C1)=O 6-(hydroxymethyl)isoindolin-1-one